BrC1=C(C=CC(=C1)S(=O)(=O)CC1CCC1)OC 2-Bromo-4-(cyclobutylmethylsulfonyl)-1-methoxybenzene